C(#N)[C@H]1N(CCC1)C(CN1C[C@H](CC1)OC1=C(C(=O)NC2=CC=CC=C2)C=CC=C1)=O (((S)-1-(2-((S)-2-cyanopyrrolidin-1-yl)-2-oxoethyl)pyrrolidin-3-yl)oxy)-N-phenylbenzamide